Stearylstearat C(CCCCCCCCCCCCCCCCC)OC(CCCCCCCCCCCCCCCCC)=O